1-([1,1'-biphenyl]-3-yl)-1,1-difluoro-3-methylbutan-2-yl ((S)-4-methyl-1-oxo-1-(((S)-1-oxo-3-((S)-2-oxopyrrolidin-3-yl)propan-2-yl)amino)pentan-2-yl)carbamate CC(C[C@@H](C(N[C@H](C=O)C[C@H]1C(NCC1)=O)=O)NC(OC(C(F)(F)C=1C=C(C=CC1)C1=CC=CC=C1)C(C)C)=O)C